4,5,6,7-tetrahydrothieno[2,3-c]pyridine-3-carboxylic acid ethyl ester hydrochloride Cl.C(C)OC(=O)C1=CSC=2CNCCC21